(S)-(6-methylpyrazolo[1,5-a]pyridin-3-yl)(4-(4-(trifluoromethyl)pyrazolo[1,5-a]pyridin-2-yl)-6,7-dihydro-1H-imidazo[4,5-c]pyridin-5(4H)-yl)methanone CC=1C=CC=2N(C1)N=CC2C(=O)N2[C@@H](C1=C(CC2)NC=N1)C1=NN2C(C(=CC=C2)C(F)(F)F)=C1